C(C)(C)(C)OC(NC1C(N(C2=C(OC1)C=CC(=C2)Br)C)=C=O)=O (7-bromo-5-methyl-4-carbonyl-2,3,4,5-tetrahydrobenzo[b][1,4]Oxazepin-3-yl)carbamic acid tert-butyl ester